1,3,5-tri(4-carboxyphenylethynyl)benzene C(=O)(O)C1=CC=C(C=C1)C#CC1=CC(=CC(=C1)C#CC1=CC=C(C=C1)C(=O)O)C#CC1=CC=C(C=C1)C(=O)O